C(C)(=O)OC1C(COCC1)CCCCC 4-Acetoxy-3-pentyltetrahydropyran